3-(2,6-diazaspiro[3.3]heptan-2-ylmethyl)pyrazolo[1,5-a]pyridine C1N(CC12CNC2)CC=2C=NN1C2C=CC=C1